BrC=1C=C2C(=CNC2=C(C1)N(C)C)I 5-bromo-3-iodo-N,N-dimethyl-1H-indol-7-amine